BrC=1C(=NNC1C(F)(F)F)CN(C(=O)NC1=CC(=C(C=C1)F)C(F)F)C=1C=NC(=NC1)OC ((4-Bromo-5-(trifluoromethyl)-1H-pyrazol-3-yl)methyl)-3-(3-(difluoromethyl)-4-fluorophenyl)-1-(2-methoxypyrimidin-5-yl)urea